OC(COC=1C=C(C=2N(C1)N=CC2C#N)C2=NC=C(N=C2)N2C[C@@H]1CN(C[C@@H]1C2)C(C)C=2C=NC(=CC2)OC)(C)C 6-(2-hydroxy-2-methylpropoxy)-4-(5-((3aR,6aS)-5-(1-(6-methoxypyridin-3-yl)ethyl)hexahydro-pyrrolo[3,4-c]pyrrol-2(1H)-yl)pyrazin-2-yl)pyrazolo[1,5-a]pyridine-3-carbonitrile